(difluoro(2-(((3S,6S,10aS)-5-oxo-3-(4,5,6,7-tetrahydro-1H-pyrazolo[4,3-c]pyridine-5-carbonyl)decahydropyrrolo[1,2-a]azocin-6-yl)carbamoyl)benzo[b]thiophen-5-yl)methyl)phosphonic acid FC(C1=CC2=C(SC(=C2)C(N[C@H]2CCCC[C@@H]3N(C2=O)[C@@H](CC3)C(=O)N3CC2=C(CC3)NN=C2)=O)C=C1)(F)P(O)(O)=O